ClC1=NC(=CC(=C1)C1CN(CC(O1)C(F)(F)F)C(=O)OCCCC)B1OC(C(O1)(C)C)(C)C butyl 2-(2-chloro-6-(4,4,5,5-tetramethyl-1,3,2-dioxaborolan-2-yl)pyridin-4-yl)-6-(trifluoromethyl)morpholine-4-carboxylate